1-[(3R)-3-[4-(3-chloro-2-fluoro-anilino)-7-methoxy-quinazolin-6-yl]-1-piperidyl]prop-2-en-1-one ClC=1C(=C(NC2=NC=NC3=CC(=C(C=C23)[C@@H]2CN(CCC2)C(C=C)=O)OC)C=CC1)F